O=C1NC(CCC1NC1=CC=C(CN(CCN(C2=C(C=C(C(=C2)OC)NC2=NC=CC(=N2)C2=CN(C3=CC=CC=C23)C)NC(C=C)=O)C)C)C=C1)=O N-(2-((2-((4-((2,6-dioxopiperidin-3-yl)amino)benzyl)(methyl)amino)ethyl)(methyl)amino)-4-methoxy-5-((4-(1-methyl-1H-indol-3-yl)pyrimidin-2-yl)amino)phenyl)acrylamide